CC1=CC=C(C=C1)C#CCCCC#N 6-(4-methylphenyl)hex-5-ynnitrile